O1C(=NC2=NC=CC=C21)N2CCN(CC2)C(=O)C2=CC=C(C=C2)N2CC(C2)OC2=CC=CC=C2 (4-(oxazolo[4,5-b]pyridin-2-yl)piperazin-1-yl)(4-(3-phenoxyazetidin-1-yl)phenyl)methanone